4-(3-ethyl-7-fluoro-5-(piperidin-4-yl)-1H-indol-2-yl)-1H-pyrazolo[3,4-b]Pyridine C(C)C1=C(NC2=C(C=C(C=C12)C1CCNCC1)F)C1=C2C(=NC=C1)NN=C2